ClC=1C(=CC(=C(C1)NC1=NC(=NC=C1)NC=1C(=CC(=C(C1)NC(C=C)=O)N1C[C@@H](CC1)N(C)C)OC)[C@](C)(CC)O)F N-(5-(4-(5-chloro-4-fluoro-2-((S)-2-hydroxybutan-2-yl)phenylamino)pyrimidin-2-ylamino)-2-((R)-3-(dimethylamino)pyrrolidin-1-yl)-4-methoxyphenyl)acrylamide